3-Amino-1-[4-(cyclopropanecarbonyl)piperazin-1-yl]propan-1-one NCCC(=O)N1CCN(CC1)C(=O)C1CC1